C1(=CC=CC=C1)N/C(=N/OC(C1=CC=C(C=C1)C(F)(F)F)=O)/C1=CC=C(C=C1)NC(C)=O (E)-N-(4-(N-phenyl-N'-((4-(trifluoromethyl)benzoyl)oxy)carbamimidoyl)phenyl)acetamide